[Br-].C(C(=C)C)(=O)OCCC[N+](C)(C)C methacryloxypropyltrimethylammonium bromide